ClC1=C(C(=NC(=N1)C)N)N 6-chloro-2-methyl-pyrimidine-4,5-diamine